NC1=C(C=C(C=N1)OC1=C(C(=O)OC)C(=CC=C1)Cl)Br methyl 2-((6-amino-5-bromopyridin-3-yl)oxy)-6-chlorobenzoate